2-(((1r,4r)-4-(((3-fluorophenyl)(4-fluorophenyl)carbamoyloxy)methyl)cyclohexyl)methoxy)acetic acid FC=1C=C(C=CC1)N(C(=O)OCC1CCC(CC1)COCC(=O)O)C1=CC=C(C=C1)F